(R)-4-(3,4-dimethylpiperazin-1-yl)-N-(7-fluoro-2-methylimidazo[1,2-a]pyridin-6-yl)-2,3-dihydro-1H-pyrrolo[2,3-b]pyridine-1-carboxamide 2,2,2-trifluoroacetate FC(C(=O)O)(F)F.C[C@@H]1CN(CCN1C)C1=C2C(=NC=C1)N(CC2)C(=O)NC=2C(=CC=1N(C2)C=C(N1)C)F